Cl.CN(C)CC1C(=CCCC1)C=1C=C(C=CC1)O 3-[3-(dimethylamino)methyl-1-cyclohexene-2-yl]phenol hydrochloride